2-Amino-4-[5-chloro-9-(cyanomethyl)-1-[(1R,4R)-2,5-diazabicyclo[2.2.1]heptan-2-yl]-7,9-dihydrofuro[3,4-f]quinazolin-6-yl]-7-fluoro-benzothiophene-3-carbonitrile NC=1SC2=C(C1C#N)C(=CC=C2F)C=2C1=C(C=3C(=NC=NC3C2Cl)N2[C@H]3CN[C@@H](C2)C3)C(OC1)CC#N